bis-(di-tert-butylphenyl)phosphine C(C)(C)(C)C=1C(=C(C=CC1)PC1=C(C(=CC=C1)C(C)(C)C)C(C)(C)C)C(C)(C)C